1-[5-[(2S)-2-[2-(2-benzyloxyethoxy)ethoxy]propoxy]pyrazolo[3,4-c]pyridin-1-yl]ethanone C(C1=CC=CC=C1)OCCOCCO[C@H](COC=1C=C2C(=CN1)N(N=C2)C(C)=O)C